C(=O)[O-].C(C1=CC=CC=C1)[N+](C)(C)CCO benzyl-(2-hydroxyethyl)-dimethyl-ammonium formate